(1S,2S)-N-[7-chloro-6-[4-((3R,4R)-4-fluoro-3-methyl-tetrahydrofuran-3-yl)piperazin-1-yl]-3-isoquinolyl]-2-(1-methylpyrazol-3-yl)cyclopropanecarboxamide ClC1=C(C=C2C=C(N=CC2=C1)NC(=O)[C@@H]1[C@H](C1)C1=NN(C=C1)C)N1CCN(CC1)[C@@]1(COC[C@@H]1F)C